2-(4,7-dioxabicyclo[3.2.1]oct-5-yl)-6-iodo-7-isopropoxy-imidazo[1,2-a]pyrimidine C12CCOC(CO1)(C2)C=2N=C1N(C=C(C(=N1)OC(C)C)I)C2